2-Amino-7-fluoro-4-(5-fluoro-3-((S)-3-(4-(methyl-d3)piperazin-1-yl)pyrrolidin-1-yl)-7,9-dihydrofuro[3,4-f]quinazolin-6-yl)thieno[3,2-c]pyridine-3-carbonitrile NC1=C(C=2C(=NC=C(C2S1)F)C=1C2=C(C=3C=NC(=NC3C1F)N1C[C@H](CC1)N1CCN(CC1)C([2H])([2H])[2H])COC2)C#N